4-dodecyl-2-[(5-dodecyl-2-hydroxyphenyl)methyl]phenol C(CCCCCCCCCCC)C1=CC(=C(C=C1)O)CC1=C(C=CC(=C1)CCCCCCCCCCCC)O